C(C)(=O)C1=NN(C2=C(C=C(C=C12)C=1C=NC(=NC1)C)C)CC(=O)N1[C@@H]2C[C@@]2(C[C@H]1C(=O)NC(C(F)(F)F)CCCC)C (1R,3S,5R)-2-(2-(3-acetyl-7-methyl-5-(2-methylpyrimidin-5-yl)-1H-indazol-1-yl)acetyl)-5-methyl-N-(1,1,1-trifluorohexan-2-yl)-2-azabicyclo[3.1.0]hexane-3-carboxamide